C12C(CC(C=C1)CC2)C(=O)NC=2C=C(C(=O)O)C=CC2 Exo-3-bicyclo[2.2.2]oct-5-ene-2-carboxamidobenzoic acid